NC1CCN(CC1)C=1C(=CN=C2C=CC(=NC12)C=1C=C(C(=O)N)C=C(C1)F)C1=CC(=CC(=C1)C)F 3-[8-(4-aminopiperidin-1-yl)-7-(3-fluoro-5-methylphenyl)-1,5-naphthyridin-2-yl]-5-fluorobenzamide